t-butyl(3-chloropropyl)(methyl)carbamate C(C)(C)(C)OC(N(C)CCCCl)=O